Benzyl ((4-(2,5,8,11,14,17,20,23-octaoxahexacos-25-yn-26-yl)phenoxy)((E)-5-hydroxy-4-methylpent-3-en-1-yl)phosphoryl)-L-alaninate COCCOCCOCCOCCOCCOCCOCCOCC#CC1=CC=C(OP(=O)(CC\C=C(\CO)/C)N[C@@H](C)C(=O)OCC2=CC=CC=C2)C=C1